1-(2-hydroxypropyl)benzotriazole OC(CN1N=NC2=C1C=CC=C2)C